N1(C(CC2=NC=CC=C21)C(=O)[O-])C(=O)OCCC(C)(C)C 1-tert-butyl-2-ethyl 2,3-dihydro-1H-pyrrolo[3,2-b]pyridine-1,2-dicarboxylate